S(=O)(=O)(O)OOS(=O)(=O)O.N#[N+][O-] nitrous oxide, monopersulfate salt